C(C)(C)OC=1C=C2C(=NN(C2=CC1)C1OCCCC1)C1=NC=CC(=N1)C=1C=NN(C1C)CC(=O)O 2-[4-[2-(5-isopropoxy-1-tetrahydropyran-2-yl-indazol-3-yl)pyrimidin-4-yl]-5-methyl-Pyrazol-1-yl]acetic acid